4-(2-(2,2,3,3,3-pentafluoropropionyl)piperazin-1-yl)benzoate FC(C(=O)C1N(CCNC1)C1=CC=C(C(=O)[O-])C=C1)(C(F)(F)F)F